C(C)(C)(C)OC(=O)C1=NC=C(N=C1C=O)C1=C(C(=CC=C1C(F)F)Cl)F (3-chloro-6-(difluoromethyl)-2-fluorophenyl)-3-formylpyrazine-2-carboxylic acid tert-butyl ester